OCC(C)NC(CCC#CC=1C=C(C(=O)N([C@H]2CNCCC2)C2=NC=CC3=CC=CC(=C23)C)C=CC1)=O 3-(5-((1-hydroxypropan-2-yl)amino)-5-oxopent-1-yn-1-yl)-N-(8-methylisoquinolin-1-yl)-N-((R)-piperidin-3-yl)benzamide